ClC=1C=CC(=C(C1)C(C(=O)N)NC1=C(C=CC=C1)S(N[C@@H]1[C@@]2(CC[C@H](C1)C2(C)C)C)(=O)=O)OC (5-chloro-2-methoxyphenyl)-2-[(2-{[(1R,2S,4R)-1,7,7-trimethylbicyclo[2.2.1]heptan-2-yl]sulfamoyl}phenyl)amino]acetamide